4-acetamido-3-chloro-N-[2-(diethylamino)ethyl]benzamide C(C)(=O)NC1=C(C=C(C(=O)NCCN(CC)CC)C=C1)Cl